methyl 2-azaspiro[3.3]heptane-2,6-dicarboxylate C1N(CC12CC(C2)C(=O)[O-])C(=O)OC